4-(3-methylbenzyl)-2-(m-tolyl)quinoline CC=1C=C(CC2=CC(=NC3=CC=CC=C23)C=2C=C(C=CC2)C)C=CC1